6-(5-(quinoxalin-2-yl)thiazol-2-yl)hexan-1-amine N1=C(C=NC2=CC=CC=C12)C1=CN=C(S1)CCCCCCN